O1C(CCC1CN)CN tetrahydro-2,5-furandimethylamine